(N-acetoxy)-L-valine C(C)(=O)ON[C@@H](C(C)C)C(=O)O